C(#N)C1=CC2=C(N=C(O2)N2CC3=CC=C(C(=C3C[C@H]2C(=O)OC)OCC=2C=NC(=CC2)OC)OC)C=C1 methyl (S)-2-(6-cyanobenzo[d]oxazol-2-yl)-6-methoxy-5-((6-methoxypyridin-3-yl) methoxy)-1,2,3,4-tetrahydroisoquinoline-3-carboxylate